NC1=C(C=CC(=C1)F)NC(/C=C/C=1C=C2CCC(C2=CC1)N(C(OC(C)(C)C)=O)CCC(=O)NC1=CC(=CC(=C1)C(F)(F)F)C(F)(F)F)=O tert-butyl (E)-(5-(3-((2-amino-4-fluorophenyl)amino)-3-oxoprop-1-en-1-yl)-2,3-dihydro-1H-inden-1-yl)(3-((3,5-bis(trifluoromethyl)phenyl)amino)-3-oxopropyl)carbamate